C(C1=CC=CC=C1)OC1=NC(=CC=C1C=1C=C2CCN(CC2=CC1)C(=O)OC(C)(C)C)OCC1=CC=CC=C1 tert-butyl 6-[2,6-bis(benzyloxy)pyridin-3-yl]-3,4-dihydro-1H-isoquinoline-2-carboxylate